FC=1C=C2C(=NNC2=CC1OCCOC)C1=CC(=NO1)C1=CC=C(C=C1)C(=O)N1C[C@@H](CC1)F 5-fluoro-3-(3-{4-[(3R)-3-fluoropyrrolidine-1-carbonyl]phenyl}-1,2-oxazol-5-yl)-6-(2-methoxyethoxy)-1H-indazole